4,4'-bis(2-(but-3-en-1-yloxy)styryl)-1,1'-biphenyl C(CC=C)OC1=C(C=CC2=CC=C(C=C2)C2=CC=C(C=C2)C=CC2=C(C=CC=C2)OCCC=C)C=CC=C1